OC=1C=C(C=NC1)C1=C(C=O)C=CC=C1 2-(5-hydroxypyridin-3-yl)benzaldehyde